C(=O)O.CNC(=O)C1=NN(C(=C1)C(=O)NC1=NC=CC=C1)[C@@H](C)C1=CC=CC=C1 (S)-N3-Methyl-1-(1-phenylethyl)-N5-(pyridin-2-yl)-1H-pyrazole-3,5-dicarboxamide formate salt